methyl 7-(2-(2-bromoethoxy)-5-chlorophenyl)-2,5-dimethyl-4,5-dihydrothieno[3,2-c]pyridine-3-carboxylate BrCCOC1=C(C=C(C=C1)Cl)C=1C2=C(CN(C1)C)C(=C(S2)C)C(=O)OC